COC=1C=C(CNC(C(C(CC)NC([C@H](CC(C)C)NC(OC(C)(C)C)=O)=O)O)=O)C=C(C1)OC tert-butyl ((2S)-1-((1-(3,5-dimethoxybenzylamino)-2-hydroxy-1-oxopentan-3-yl)amino)-4-methyl-1-oxopentan-2-yl)carbamate